3-(6'-oxo-6',8'-dihydro-2'H,7'H-spiro[azepane-4,3'-furo[2,3-e]isoindol]-7'-yl)piperidine-2,6-dione hydrochloride Cl.O=C1N(CC2=C3C(=CC=C12)C1(CO3)CCNCCC1)C1C(NC(CC1)=O)=O